C1(CC1)COC1=CC=C(C(=C1COC=1C(=CC(=C(C1)N1C(NC=2C(C1=O)=C(SC2)CN(C)C)=O)F)OC)F)F 3-(5-((6-(cyclopropylmethoxy)-2,3-difluorobenzyl)oxy)-2-fluoro-4-methoxyphenyl)-5-((dimethylamino)methyl)thieno[3,4-d]pyrimidine-2,4(1H,3H)-dione